The molecule is a diamino-1,3,5-triazine that is 1,3,5-triazine-2,4-diamine substituted by a tert-butyl group at the amino nitrogen and a chloro group at position 6. It is metabolite of the herbicide terbutylazine. It has a role as a marine xenobiotic metabolite. It is a diamino-1,3,5-triazine and a chloro-1,3,5-triazine. CC(C)(C)NC1=NC(=NC(=N1)N)Cl